ClC=1C=CC2=C([C@H](C[C@H](O2)C(=O)NC23CCC(CC2)(CC3)NC(=O)C3=NC=C(C=C3)OC(F)(F)F)O)C1 N-(4-{[(2S,4S)-6-chloro-4-hydroxy-3,4-dihydro-2H-1-benzopyran-2-carbonyl]amino}bicyclo[2.2.2]oct-1-yl)-5-(trifluoromethoxy)pyridine-2-carboxamide